C(C)OC[C@]1(CC[C@@]2([C@H]3CC[C@@]4([C@H](CC[C@H]4[C@@H]3CC[C@@H]2C1)C(=O)NC1=C(C=CC=C1)C)C)CC)O (3R,5R,8S,9S,10S,13S,14S,17S)-3-(ethoxymethyl)-10-ethyl-3-hydroxy-13-methyl-N-(o-tolyl)hexadecahydro-1H-cyclopenta[a]phenanthrene-17-carboxamide